C1(=CC=CC=C1)[C@@H](C(=O)O)CC(=O)O (S)-phenylsuccinic acid